C(=O)C=1C=C(C=CC1C(=O)OC)N1CCC(CC1)C(=O)OC(C)(C)C tert-Butyl 1-(3-formyl-4-(methoxycarbonyl)phenyl)piperidine-4-carboxylate